ClC=1C=C(C=C(C1)C(F)(F)F)C1(CC(=NO1)C1=CC=C(C2=CC=CC=C12)C(=O)NC=NOC)C(F)(F)F 4-(5-(3-chloro-5-(trifluoromethyl)phenyl)-5-(trifluoromethyl)-4,5-dihydroisoxazole-3-yl)-N-((methoxyimino)methyl)-1-naphthaleneformamide